Cl.NCCOCCOCCNC(OCC1C2=CC=CC=C2C=2C=CC=CC12)=O (9H-fluoren-9-yl)methyl (2-(2-(2-aminoethoxy)ethoxy)ethyl)carbamate hydrochloride